(7-{[2-(4-Chlorophenyl)imidazo[1,2-a]pyridin-3-yl]methyl}-3-oxa-7,9-diazabicyclo[3.3.1]non-9-yl)[6-(2,2,2-trifluoroethoxy)pyridin-2-yl]methanon ClC1=CC=C(C=C1)C=1N=C2N(C=CC=C2)C1CN1CC2COCC(C1)N2C(=O)C2=NC(=CC=C2)OCC(F)(F)F